2-(t-butoxycarbonylthio)-4,6-dimethylpyrimidine C(C)(C)(C)OC(=O)SC1=NC(=CC(=N1)C)C